1-((1-acryloylazetidin-3-yl)methyl)-7-fluoro-6-(3-hydroxynaphthalen-1-yl)quinoxaline-2,3(1H,4H)-dione C(C=C)(=O)N1CC(C1)CN1C(C(NC2=CC(=C(C=C12)F)C1=CC(=CC2=CC=CC=C12)O)=O)=O